CCCCCCCCCCCCCCCC(=O)CN The molecule is a sphingoid which is the 1-deoxymethylated derivative of 3-dehydrosphinganine. It derives from a 3-dehydrosphinganine. It is a conjugate base of a 1-deoxymethyl-3-dehydrosphinganine(1+).